C(C)(C)(C)OC(NCCCCOC1CN(C1)C1=CC(=CC=2N(N=NC21)C(C2=CC=CC=C2)(C2=CC=CC=C2)C2=CC=CC=C2)C2=CN=NC=C2)=O tert-butyl(4-((1-(6-(pyridazin-4-yl)-1-trityl-1H-benzo[d][1,2,3]triazol-4-yl)azetidin-3-yl)oxy)butyl)carbamate